holmium oxygen 7-(4-tert-butyl-2-naphthyl)-2-[4-(2,2-dimethylpropyl)-2,6-dimethyl-phenyl]-4-fluoro-3-methyl-thieno[2,3-C]pyridine C(C)(C)(C)C1=CC(=CC2=CC=CC=C12)C=1N=CC(=C2C1SC(=C2C)C2=C(C=C(C=C2C)CC(C)(C)C)C)F.[O].[Ho]